ClC=1C(N(N=C(C1NCC1CC1)C=C)C1=CC2=CN(N=C2C=C1)C)=O 4-chloro-5-((cyclopropylmethyl)amino)-2-(2-methyl-2H-indazol-5-yl)-6-vinylpyridazin-3(2H)-one